FC1=C(OP(=O)(OC2=CC=CC=C2)N[C@@H](C)C(=O)OCC(CC)CC)C(=C(C(=C1F)F)F)F 2-Ethylbutyl ((Perfluorophenoxy)(phenoxy)phosphoryl)-L-alaninate